[4-(4-tert-butoxycarbonyl-3-cyclopentyl-phenyl)quinazolin-7-yl]oxydecanoic acid C(C)(C)(C)OC(=O)C1=C(C=C(C=C1)C1=NC=NC2=CC(=CC=C12)OC(C(=O)O)CCCCCCCC)C1CCCC1